OCC=1C(=NN(C1)C)C(F)(F)F 4-(hydroxymethyl)-1-methyl-3-(trifluoromethyl)-1H-pyrazole